N1C=CC=2C1=NC=C(C2)CNC2=CN=C1C(=N2)N=C(C=C1)N1CCC(CC1)O 1-(3-[({1H-pyrrolo[2,3-b]pyridin-5-yl}methyl)amino]pyrido[2,3-b]pyrazin-6-yl)piperidin-4-ol